N1C[C@@H](CCCC1)N1N=CC2=C(C1C1=C(C=C(C=C1)C(F)(F)F)OC)C=CN=C2 N-[(3R)-azepan-3-yl]-1-[2-methoxy-4-(trifluoromethyl)phenyl]pyrido[3,4-d]pyridazin